CN(C/C=C/C(=O)N1CC=2N(CC1)N=C(C2C2=CC=NC=C2)C2=CC=C(C=C2)F)C (2E)-4-(dimethylamino)-1-[2-(4-fluorophenyl)-3-(pyridin-4-yl)-6,7-dihydropyrazolo[1,5-a]pyrazin-5(4H)-yl]but-2-en-1-one